CCCCCCCCCCC(=O)C(CO)(C(C(=O)CCCCCCCCCC)(C(=O)CCCCCCCCCC)O)O Triundecanoylglycerol